methyl (2S,3R)-2-(4-benzylpiperazin-1-yl)-3-((tert-butyldimethylsilyl) oxy)butanoate C(C1=CC=CC=C1)N1CCN(CC1)[C@H](C(=O)OC)[C@@H](C)O[Si](C)(C)C(C)(C)C